NC1=C(C(=C(C=C1)C1=C(C=CC=C1)C)C)N Diamino-2,2'-dimethylbiphenyl